4-[[3-[4-[2-[5-[[5-amino-2-[[4-fluoro-3-(trifluoromethyl)phenyl]methoxy]phenyl]methylamino]pentylamino]acetyl]piperazine-1-carbonyl]-4-fluorophenyl]methyl]-2H-phthalazin-1-one NC=1C=CC(=C(C1)CNCCCCCNCC(=O)N1CCN(CC1)C(=O)C=1C=C(C=CC1F)CC1=NNC(C2=CC=CC=C12)=O)OCC1=CC(=C(C=C1)F)C(F)(F)F